4-[[3-[(dimethylamino)methyl]azetidin-1-yl]methyl]pyrrolidin-2-one CN(C)CC1CN(C1)CC1CC(NC1)=O